C(C1=CC=CC=C1)C=1N(C(C2=CC=CC=C2C1)=O)S(=O)(=O)C 3-Benzyl-2-(methylsulfonyl)isoquinolin-1(2H)-one